5-chloro-N-(6-cyano-2,3-dihydro-1H-inden-1-yl)-2-methoxy-N-methylnicotinamide ClC=1C=NC(=C(C(=O)N(C)C2CCC3=CC=C(C=C23)C#N)C1)OC